2'-amino-2'-Deoxycytidine N[C@H]1[C@@H](O[C@@H]([C@H]1O)CO)N1C(=O)N=C(N)C=C1